4-(7-(2-chloro-5-methoxyphenyl)imidazo[5,1-b]thiazol-5-yl)benzonitrile ClC1=C(C=C(C=C1)OC)C=1N=C(N2C1SC=C2)C2=CC=C(C#N)C=C2